4-(5-(cyclobutylmethoxy)-2-fluoro-3-(4,4,5,5-tetramethyl-1,3,2-dioxaborolan-2-yl)phenyl)-1,3,5-trimethyl-1H-pyrazole C1(CCC1)COC=1C=C(C(=C(C1)C=1C(=NN(C1C)C)C)F)B1OC(C(O1)(C)C)(C)C